ONC(=O)C1=CC2=C(OC(C(N2CC2=CC(=CC=C2)OC(F)(F)F)=O)(C)C)C=C1 N-hydroxy-2,2-dimethyl-3-oxo-4-(3-(trifluoromethoxy)benzyl)-3,4-dihydro-2H-benzo[b][1,4]oxazine-6-carboxamide